6-((3-(6-cyclopropyl-3-pyridinyl)-5-methyl-isoOxazol-4-yl)methoxy)-N-((1S)-1-(hydroxymethyl)butyl)pyridine-3-carboxamide C1(CC1)C1=CC=C(C=N1)C1=NOC(=C1COC1=CC=C(C=N1)C(=O)N[C@@H](CCC)CO)C